tellurium compound with water O.[Te]